C(C=CC=CCCCCCCCCCCCCC)(=O)[O-].[Na+] sodium octadecadienoate